1-(pyridin-2-ylmethyl)-3-(cyclopropylethynyl)-4-(4-(trifluoromethyl)phenyl)-1H-pyrrole-2,5-dione N1=C(C=CC=C1)CN1C(C(=C(C1=O)C1=CC=C(C=C1)C(F)(F)F)C#CC1CC1)=O